ClC=1C(=NC(=NC1)NC=1C=C(CN2C[C@H](N([C@H](C2)C)CCO)C)C=C(C1)C1CC1)C1=CNC2=CC(=CC=C12)F 2-((2r,6s)-4-(3-((5-chloro-4-(6-fluoro-1H-indol-3-yl)pyrimidin-2-yl)amino)-5-cyclopropylbenzyl)-2,6-dimethylpiperazin-1-yl)ethan-1-ol